1-hexylpyridine bis(trifluoromethylsulfonyl)imide salt [N-](S(=O)(=O)C(F)(F)F)S(=O)(=O)C(F)(F)F.C(CCCCC)N1CC=CC=C1